tert-butyl (2-(4-(4-(((2S,4R)-2-methyl-1-propionyl-1,2,3,4-tetrahydroquinolin-4-yl)amino)phenyl)-1H-pyrazol-1-yl)ethyl)carbamate C[C@@H]1N(C2=CC=CC=C2[C@@H](C1)NC1=CC=C(C=C1)C=1C=NN(C1)CCNC(OC(C)(C)C)=O)C(CC)=O